methyl 4-carbamoyl-1-(6-(3-fluoro-5-(trifluoromethyl) benzyl) pyridin-2-yl)-1H-pyrazole-3-carboxylate C(N)(=O)C=1C(=NN(C1)C1=NC(=CC=C1)CC1=CC(=CC(=C1)C(F)(F)F)F)C(=O)OC